silicon-rhodium [Rh].[Si]